C(C)(=O)O.CNO methyl-hydroxylamine acetate